C(C=C)NC(C1=C(C(=C(C(=C1)CC1=C(C(=NC=C1)NS(=O)(=O)NC)F)F)F)NC1=CC=CC=C1)=O N-allyl-3,4-difluoro-5-((3-fluoro-2-((N-methylaminosulfonyl)amino)pyridin-4-yl)methyl)-2-(phenylamino)benzamide